(RS)-(±)-2-(2-chlorophenyl)-2-(methylamino)cyclohexan-1-one ClC1=C(C=CC=C1)[C@]1(C(CCCC1)=O)NC |r|